(E)-2,4,6-Trimethoxystyryl-3-[(carboxymethyl)amino]-4-methoxybenzylsulfon COC1=C(/C=C/C(C2=CC(=C(C=C2)OC)NCC(=O)O)S(=O)(=O)C(C2=CC(=C(C=C2)OC)NCC(=O)O)\C=C\C2=C(C=C(C=C2OC)OC)OC)C(=CC(=C1)OC)OC